(R)-1-(3-(4-chloro-3-ethyl-1H-pyrrolo[2,3-b]pyridin-5-yl)phenyl)-3-(hydroxymethyl)piperidin-2-one ClC1=C2C(=NC=C1C=1C=C(C=CC1)N1C([C@H](CCC1)CO)=O)NC=C2CC